FC(C1=CNC=2N=C(C=C(C21)N)N)(F)F 3-(trifluoromethyl)-1H-pyrrolo[2,3-b]pyridin-4,6-diamine